ClC1=C(C=CC(=C1)F)CC(=O)N1CC(CCC1C)C(=O)OC Methyl 1-(2-(2-chloro-4-fluorophenyl)acetyl)-6-methylpiperidine-3-carboxylate